ClC1=NC=C(C(=C1)C1=C(C=NC(=C1)N1CCN(C2(CC2)C1=O)C)C(=O)OCC1=CC=CC=C1)OC benzyl 2'-chloro-5'-methoxy-6-(4-methyl-8-oxo-4,7-diazaspiro[2.5]oct-7-yl)-[4,4'-bipyridine]-3-carboxylate